ClC1=NC2=C(C3=CC=NC=C13)C1=C(N2)C=NC=C1 5-chloro-7H-pyrido[4',3':4,5]pyrrolo[2,3-c][2,7]naphthyridine